C1(CC1)OC1=C2C(=NC(=C1)F)C(=C(N2)C2=CC(=NC=C2)NC([C@@H](CC(F)F)C2=CC=C(C=C2)F)=O)C2=NC=CC=C2 (2S)-N-{4-[7-(cyclopropyloxy)-5-fluoro-3-(pyridin-2-yl)-1H-pyrrolo[3,2-b]pyridin-2-yl]pyridin-2-yl}-4,4-difluoro-2-(4-fluorophenyl)butanamide